3-Methyl-4-(2,6,6-trimethyl-2-cyclohexen-1-yl)-3-buten-2-one CC(C(C)=O)=CC1C(=CCCC1(C)C)C